tert-butyl(tert-butoxycarbonyl)(6-((trimethylsilyl)ethynyl)pyridazin-3-yl)carbamate C(C)(C)(C)OC(N(C=1N=NC(=CC1)C#C[Si](C)(C)C)C(=O)OC(C)(C)C)=O